C(C)(C)(C)N1C[C@@H](CC1)N1C(C=2NC=3N(C(C2C1)=O)N=C(C3)CC)=O |r| tert-butyl-(±)-3-(2-ethyl-5,8-dioxo-5,8-dihydro-4H-pyrazolo[1,5-a]pyrrolo[3,4-d]pyrimidin-6(7H)-yl)pyrrolidine